BrC1=C(C=CC(=C1)F)CCOCC1=CC=C(C=C1)OC 2-bromo-4-fluoro-1-(2-(4-methoxybenzyloxy)ethyl)benzene